2-fluoro-3-[1-[3-(trifluoromethyl)bicyclo[1.1.1]pentane-1-carbonyl]-3-piperidyl]benzamide FC1=C(C(=O)N)C=CC=C1C1CN(CCC1)C(=O)C12CC(C1)(C2)C(F)(F)F